ClC1=NC=C(C(=C1)C1=C(C=NC(=C1)C)C(=O)NC=1SC=2CNCCC2N1)OC 2'-chloro-5'-methoxy-6-methyl-N-(4,5,6,7-tetrahydrothiazolo[5,4-c]pyridin-2-yl)-[4,4'-bipyridine]-3-carboxamide